ethyl 3-(4-chlorophenyl)-3-hydroxy-cyclobutanecarboxylate ClC1=CC=C(C=C1)C1(CC(C1)C(=O)OCC)O